C12C(C3CC(CC(C1)C3)C2)CN[C@@H]2C=C([C@@H]([C@@H]([C@H]2O)O)O)COC(F)F (1S,2S,3S,6R)-6-((((1R,2r,3S,5R)-adamantan-2-yl)methyl)amino)-4-((difluoromethoxy)methyl)cyclohex-4-ene-1,2,3-triol